N-((S)-(4,4-difluorocyclohexyl)(3-isopropyl-2-(((3R,5R)-2-oxo-5-(trifluoromethyl)piperidin-3-yl)methyl)imidazo[1,2-b][1,2,4]triazin-6-yl)methyl)-1-ethyl-1H-1,2,4-triazole-5-carboxamide FC1(CCC(CC1)[C@H](NC(=O)C1=NC=NN1CC)C=1N=C2N(N=C(C(=N2)C(C)C)C[C@@H]2C(NC[C@@H](C2)C(F)(F)F)=O)C1)F